C(C(O)CO)CCCCCCCC\C=C/CCCCCCCC(=O)OC(COC(CCCCCCC\C=C/CCCCCCCC)=O)CO glycerol monooleate (Glyceryl-Monooleate)